FC=1C(=C(C=CC1)NC(=S)C=1C(NCCC1O)=O)C N-(3-fluoro-2-methylphenyl)-4-hydroxy-2-oxo-1,2,5,6-tetrahydropyridine-3-carbothioamide